C(C(=C)C)(=O)OCCN(CCCCC)CCCCC 2-(dipentylamino)ethyl methacrylate